ClC1=CC=C(CC2=NC=CC(=C2)N2N=CC=3C(N(CCC32)C(=O)OC(C)(C)C)=O)C=C1 tert-butyl 1-(2-(4-chlorobenzyl)pyridin-4-yl)-4-oxo-1,4,6,7-tetrahydro-5H-pyrazolo[4,3-c]pyridine-5-carboxylate